6-fluoro-N-(4-methylbenzyl)-2-(5-methylfuran-2-yl)quinoline-4-carboxamide FC=1C=C2C(=CC(=NC2=CC1)C=1OC(=CC1)C)C(=O)NCC1=CC=C(C=C1)C